CC1(CCC1)N(C(OC(C)(C)C)=O)CC=1C=C2C(NCC2=C(C1)C(F)(F)F)=O tert-butyl N-(1-methylcyclobutyl)-N-[[3-oxo-7-(trifluoromethyl)isoindolin-5-yl]methyl]carbamate